ClC=1C(=NC=CC1C1=C(C(=CC=C1)C1=NC(=C(C(=C1)Cl)CNC[C@H]1NC(CC1)=O)OC)Cl)C1=CC(=C(CNCC(=O)O)C=C1)OC (S)-(4-(3-chloro-4-(2-chloro-3-(4-chloro-6-methoxy-5-((((5-oxopyrrolidin-2-yl)methyl)amino)methyl)pyridin-2-yl)phenyl)pyridin-2-yl)-2-methoxybenzyl)glycine